OC=1C=C(C=CC1O)C[C@H](C(=O)O)OC(\C=C\C1=CC(=C(C=C1)O)O)=O (2R)-3-(3,4-dihydroxy-phenyl)-2-{[(2E)-3-(3,4-dihydroxyphenyl)prop-2-enoyl]oxy}propanoic acid